2-methyl-pyrazino[1',2':1,6]pyrido[3,4-b]indole-1,4-dione CN1C(C2=CC=3C(N=C4C=CC=CC34)=CN2C(C1)=O)=O